CN1N=C(C(=C1)B1OC(C)(C)C(C)(C)O1)C 1,3-dimethyl-1H-pyrazol-4-boronic acid pinacol ester